FC(C=1C=CC(=NC1)CN)(F)F [5-(trifluoromethyl)pyridine-2-yl]methanamine